C(#N)CC(C1=CC(=CC=C1)C(F)(F)F)NC(=O)NC1CC2(C1)CCC2 1-[2-cyano-1-(3-trifluoromethyl-phenyl)-ethyl]-3-spiro[3.3]hept-2-yl-urea